[Si](C)(C)(C(C)(C)C)OCC1=CC=C(C=C1)N1CCC(CC1)NC(OC(C)(C)C)=O tert-butyl (1-(4-(((tert-butyldimethylsilyl)oxy)methyl)phenyl)piperidin-4-yl)carbamate